2,5,8,11,14,17,20,23,26,29,32,35,38,41,44,47,50,53,56,59,62,65,68,71-tetracosaoxatetraheptacontane-74-amide COCCOCCOCCOCCOCCOCCOCCOCCOCCOCCOCCOCCOCCOCCOCCOCCOCCOCCOCCOCCOCCOCCOCCOCCC(=O)N